(Z)-2-hydroxyimino-N-(2-phenylphenyl)propanamide O\N=C(/C(=O)NC1=C(C=CC=C1)C1=CC=CC=C1)\C